2H-benzo[d][1,2,3]triazole-4-carboxylic acid N=1NN=C2C1C=CC=C2C(=O)O